3-bromo-5-chloro-2-[(2r,3s)-3-aminotetrahydropyran-2-yl]-N-(2-thienylmethyl)thieno[3,2-b]pyridin-7-amine BrC1=C(SC=2C1=NC(=CC2NCC=2SC=CC2)Cl)[C@@H]2OCCC[C@@H]2N